5-fluoro-N-methylpiperidine FC1CCCN(C1)C